benzyl (2S,4R)-4-fluoro-4-(fluoromethyl)-1-((4-phenoxybenzoyl)glycyl)pyrrolidine-2-carboxylate F[C@@]1(C[C@H](N(C1)C(CNC(C1=CC=C(C=C1)OC1=CC=CC=C1)=O)=O)C(=O)OCC1=CC=CC=C1)CF